1-(2-fluorenyl)-1,2,3,4-tetrahydro-β-carboline C1=C(C=CC=2C3=CC=CC=C3CC12)C1NCCC=2C3=CC=CC=C3NC12